4-(((2,5-dioxopyrrolidin-1-yl) oxy) carbonyl)-2,6-dimethyl-3-nitrophenylacridine-9-carboxylate O=C1N(C(CC1)=O)OC(=O)C1=C(C(=C(C(=C1)C)OC(=O)C=1C2=CC=CC=C2N=C2C=CC=CC12)C)[N+](=O)[O-]